N-(4-ethylsulfonyl-2-methyl-phenyl)-4-(3-isopropyl-2-methyl-imidazol-4-yl)pyrimidin C(C)S(=O)(=O)C1=CC(=C(C=C1)N1CN=C(C=C1)C=1N(C(=NC1)C)C(C)C)C